N-[(1S)-1-(5-cyanopyridin-3-yl)-3-hydroxypropyl]-N-hydroxycarbamate C(#N)C=1C=C(C=NC1)[C@H](CCO)N(C([O-])=O)O